ClC=1C=2C(N=C3N(C2C=CC1)C1=CC(=CC=C1C3(C)C)C3CCN(CC3)C3CCC(CC3)CN3CCC(CC3)C3=CC=C(C=C3)NN3C(CCCC3=O)=O)=O ((4-(1-((4-(4-(4-chloro-7,7-dimethyl-5-oxo-5,7-dihydroindolo[1,2-a]quinazolin-10-yl)piperidin-1-yl)cyclohexyl)methyl)piperidin-4-yl)phenyl)amino)piperidine-2,6-dione